C1(CC1)NC(C=C)=O N-cyclopropylacrylamide